[O-2].[La+3].[Al+3].[Cr+3] chromium aluminum lanthanum oxide